(3R)-tert-butyl 11,11-difluoro-8-(fluoromethyl)-8-hydroxy-3-methyl-3,4,8,9,10,11-hexahydro-1H-pyrido[4',3':3,4]pyrazolo[1,5-a]azepine-2(7H)-carboxylate FC1(C=2N(CC(CC1)(O)CF)N=C1C2CN([C@@H](C1)C)C(=O)OC(C)(C)C)F